4-methyl-N-(4-(pyridin-2-yl)benzyl)aniline CC1=CC=C(NCC2=CC=C(C=C2)C2=NC=CC=C2)C=C1